CC(CCCCCC)NC1=CC=C(C=C1)NC1=CC=CC=C1 N-(1-methylheptyl)-N'-phenyl-p-phenylenediamine